tert-butyl-3-(4-methoxyquinazolin-6-yl)-3-methylazetidine C(C)(C)(C)N1CC(C1)(C)C=1C=C2C(=NC=NC2=CC1)OC